CC1=C(C(CC1)=O)C\C=C/CC 3-methyl-2-[(2Z)-pent-2-en-1-yl]cyclopent-2-en-1-one